11-hydroxy-10,13,16-trimethyl-3-oxo-6,7,8,9,10,11,12,13,14,15,16,17-dodecahydro-3H-cyclopenta[a]phenanthrene-17-yl (E)-3-(4-fluoro-3-nitrophenyl)acrylate FC1=C(C=C(C=C1)/C=C/C(=O)OC1C(CC2C3CCC4=CC(C=CC4(C3C(CC12C)O)C)=O)C)[N+](=O)[O-]